Tetracosyl 7,7'-((3-((3-hydroxypropyl)(7-carbonyl-7-(tetradecyloxy)heptyl)amino)propyl)azanediyl)diheptanoate OCCCN(CCCN(CCCCCCC(=O)[O-])CCCCCCC(=O)OCCCCCCCCCCCCCCCCCCCCCCCC)CCCCCCC(OCCCCCCCCCCCCCC)=C=O